COC(C)=O.C(CCCCCCC\C=C/CCCCCCCC)(=O)O oleic acid methyl-acetate